1-(6-(2,4-dioxo-1,2,3,4-tetrahydropyrimidin-5-yl)imidazo[1,2-b]pyridazin-8-yl)-4,4-difluoropyrrolidin-3-yl ethyl carbonate C(OC1CN(CC1(F)F)C=1C=2N(N=C(C1)C=1C(NC(NC1)=O)=O)C=CN2)(OCC)=O